OCCC(C(=O)O)N(CCN(CC(=O)O)CC(=O)O)CC(=O)O (hydroxyethyl)ethylenediaminetetraacetic acid